NC1=NC=2C=CC(=CC2C2=C1COC2)C(=O)N([C@H]2COC1=NC(=CC=C12)C(F)(F)F)C 4-amino-N-methyl-N-((3R)-6-(trifluoromethyl)-2,3-dihydrofuro[2,3-b]pyridin-3-yl)-1,3-dihydrofuro[3,4-c]quinoline-8-carboxamide